O[C@@H]1C[C@H](N(C1)C([C@H](C(C)(C)C)N1N=NC(=C1)CN1C=CC2=CC=CC=C12)=O)C(=O)NC (2S,4r)-4-hydroxy-1-[(2S)-2-[4-(indol-1-ylmethyl)triazol-1-yl]-3,3-dimethyl-butyryl]-N-methyl-pyrrolidine-2-carboxamide